(E)-1-(2,2-Dimethyl-4,20-dioxo-3,9,12,15-tetraoxa-5,19-diazatricosan-23-yl)-4-((hydroxyimino)methyl)pyridin-1-ium chloride [Cl-].CC(C)(OC(NCCCOCCOCCOCCCNC(CCC[N+]1=CC=C(C=C1)/C=N/O)=O)=O)C